C(CCC)N1C=NC=2C(=NC=CC21)Cl 1-butyl-4-chloro-1H-imidazo[4,5-c]pyridine